C[As](=O)(C)O The molecule is the organoarsenic compound that is arsenic acid substituted on the central arsenic atom with two methyl groups. It has a role as a xenobiotic metabolite. It derives from an arsinic acid. It is a conjugate acid of a dimethylarsinate.